N1C=NC2=C1C=CC(=C2)N2C(OCC2C2=CC=C(C=C2)C2CCC(CC2)(F)F)=O 3-(1H-benzo[d]imidazol-5-yl)-4-(4-(4,4-difluorocyclohexyl)phenyl)oxazolidin-2-one